[Cl-].C(=O)(O)CCCCCCCCCCCCCCCCCCC(=O)OC(C(=O)OC1CC2CCC(C1)[N+]21CCCC1)(C1=CC=CC=C1)C1=CC=CC=C1 3-(2-((19-Carboxynonadecanoyl)oxy)-2,2-diphenylacetoxy)spiro[bicyclo[3.2.1]octane-8,1'-pyrrolidin]-8-ium chloride